C(C)N(C(=O)N1CCC(CC1)C(=O)C1=CC=C2C=NN(C2=C1)C)C1=CC=C(C=C1)OC 6-{1-[Ethyl-(4-methoxy-phenyl)-carbamoyl]-piperidin-4-carbonyl}-1-methyl-1H-indazol